4-[(2,6-difluorophenyl)methyl]-2-[5-fluoro-6-(4-methylthiazol-5-yl)oxy-3-pyridyl]-1,2,4-triazol-3-one FC1=C(C(=CC=C1)F)CN1C(N(N=C1)C=1C=NC(=C(C1)F)OC1=C(N=CS1)C)=O